6-(1-(3-Chloropyridin-2-yl)-3-methoxy-1H-pyrazol-5-carboxamido)-5-methyl-N-(pentan-2-yl)pyrazolo[1,5-a]pyridin-7-carboxamid ClC=1C(=NC=CC1)N1N=C(C=C1C(=O)NC=1C(=CC=2N(C1C(=O)NC(C)CCC)N=CC2)C)OC